N-(3,4-dihydroxy-9,10-dioxo-9,10-dihydroanthracen-2-yl)-4-iodobenzenesulfonamide OC=1C(=CC=2C(C3=CC=CC=C3C(C2C1O)=O)=O)NS(=O)(=O)C1=CC=C(C=C1)I